1-(tert-butyl) 2-ethyl 4-methoxy-1H-pyrrolo[3,2-c]pyridine-1,2-dicarboxylate COC1=NC=CC2=C1C=C(N2C(=O)OC(C)(C)C)C(=O)OCC